((6-amino-4-(difluoromethyl)pyridin-2-yl)amino)-4-(((1R,2S)-2-fluorocyclopropyl)amino)-N-methylnicotinamide NC1=CC(=CC(=N1)NC1=C(C(=O)NC)C(=CC=N1)N[C@H]1[C@H](C1)F)C(F)F